Cl.ClC=1C=C(C=CC1)N1C(N(C(C=2C=NC=3C(=CC=CC3C21)OC)=O)C2CCCCC2)=O trans-4-[1-(3-chloro-phenyl)-7-methoxy-2,4-dioxo-3,4-dihydro-2H-pyrimido[5,4-c]quinolin-3-yl]-cyclohexane hydrochloride